CN1N=C(N=C1C)C1=CC=C2C(=CNC2=C1)C1=NC(=NC=C1C(F)(F)F)N[C@@H]1CN(CCC1)C(=O)OC(C)(C)C tert-butyl (3S)-3-[[4-[6-(1,5-dimethyl-1,2,4-triazol-3-yl)-1H-indol-3-yl]-5-(trifluoromethyl)pyrimidin-2-yl]amino]piperidine-1-carboxylate